COC(=O)[C@H]1[C@](C[C@@H](CC1)CCB1OC(C(O1)(C)C)(C)C)(C(NC(C)(C)C)=O)NC(C)=O.N1=C(C=CC=C1)C1=CC=C(S1)C=O [5-(2-pyridinyl)-2-thienyl]methanone Methyl-(1R,2R,4R)-2-acetamido-2-(tert-butylcarbamoyl)-4-(2-(4,4,5,5-tetramethyl-1,3,2-dioxaborolan-2-yl)ethyl)cyclohexane-1-carboxylate